(S)-tert-Butyl 3-((1,3-dioxoisoindolin-2-yl)oxy)pyrrolidine-1-carboxylate O=C1N(C(C2=CC=CC=C12)=O)O[C@@H]1CN(CC1)C(=O)OC(C)(C)C